N-(3-(N-(tert-butyl)sulfamoyl)phenyl)-6-(2-methyloxiran-2-yl)-2-(6-azaspiro[2.5]octan-6-yl)nicotinamide C(C)(C)(C)NS(=O)(=O)C=1C=C(C=CC1)NC(C1=C(N=C(C=C1)C1(OC1)C)N1CCC2(CC2)CC1)=O